octylphenylphosphine oxide C(CCCCCCC)P(C1=CC=CC=C1)=O